(E)-N-(2-iodophenyl)-1-phenylmethanimine IC1=C(C=CC=C1)/N=C/C1=CC=CC=C1